[6-(2,3-Dihydro-benzo[1,4]dioxin-5-yl)-pyridazin-3-yl]-(3-dimethylaminomethyl-phenyl)-amine O1CCOC2=C1C=CC=C2C2=CC=C(N=N2)NC2=CC(=CC=C2)CN(C)C